N-(3-bromophenyl)-5-nitroquinazolin-4-amine BrC=1C=C(C=CC1)NC1=NC=NC2=CC=CC(=C12)[N+](=O)[O-]